methyl (5-((4-(3-methyl-1H-1,2,4-triazol-1-yl)phenyl)thio)-1H-benzo[d]imidazol-2-yl)carbamate CC1=NN(C=N1)C1=CC=C(C=C1)SC1=CC2=C(NC(=N2)NC(OC)=O)C=C1